2-Ethynyl-N-(4-fluoro-3,5-dimethoxyphenyl)-N-(2-oxo-1-(3,3,3-trifluoropropyl)pyrrolidin-3-yl)thiazole-4-carboxamide C(#C)C=1SC=C(N1)C(=O)N(C1C(N(CC1)CCC(F)(F)F)=O)C1=CC(=C(C(=C1)OC)F)OC